Octyne C#CCCCCCC